5-tert-butyl-2-(3-fluoro-4-methyl-phenyl)-2H-pyrazol-3-ylamine C(C)(C)(C)C=1C=C(N(N1)C1=CC(=C(C=C1)C)F)N